FC(OC1=C(C=CC=C1)C1=NN2C=NC=3C=CC=CC3C2=N1)F 2-[2-(difluoromethoxy)phenyl][1,2,4]triazolo[1,5-c]quinazolin